[Li].FC(F)S(=O)(=O)O difluoromethyl-sulfonic acid lithium